N-(2-(4,4-difluoropiperidin-1-yl)-6-methylpyrimidin-4-yl)-4-(3-(2-hydroxyethyl)ureido)-2-(6-azaspiro[2.5]octan-6-yl)-Benzamide FC1(CCN(CC1)C1=NC(=CC(=N1)NC(C1=C(C=C(C=C1)NC(=O)NCCO)N1CCC2(CC2)CC1)=O)C)F